6-methyl-4-[3-[7-(trifluoromethyl)-6,7-dihydro-5H-pyrazolo[1,5-a]pyrimidin-4-yl]-7,8-dihydro-5H-1,6-naphthyridin-6-yl]quinazoline CC=1C=C2C(=NC=NC2=CC1)N1CC=2C=C(C=NC2CC1)N1C=2N(C(CC1)C(F)(F)F)N=CC2